5-methoxy-3-methyl-2-(11-morpholino-4-oxa-1,8,10,12-tetrazatricyclo[7.3.0.02,6]dodeca-2(6),7,9,11-tetraen-7-yl)phenol COC=1C=C(C(=C(C1)O)C=1C=2COCC2N2N=C(N=C2N1)N1CCOCC1)C